Cl.Cl.N[C@]1([C@@H](CC[C@H](C1)CCB(O)O)CN1CC2=CC=CC=C2C1)C(=O)O |r| rac-(1R,2S,5R)-1-amino-5-(2-boronoethyl)-2-(isoindolin-2-ylmethyl)cyclohexanecarboxylic acid dihydrochloride